COC1=CC=C(C=C1)N1C=NC2=C1C=CC=C2C(=O)O (4-methoxyphenyl)-1H-benzo[d]imidazole-4-carboxylic acid